FC1=CC=C(C=C1)N1CCN(C2=CC=CC=C12)C(CCN1C=NC=C1)=O 1-(4-(4-Fluorophenyl)-3,4-dihydroquinoxaline-1(2H)-yl)-3-(1H-imidazol-1-yl)propan-1-one